F[C@@]12[C@@H](N(CC1)C(=O)OCC1=CC=CC=C1)CN(C2=O)CC(C(=O)OCC2=CC=C(C=C2)OC)(C)C (cis)-benzyl 3a-fluoro-5-(3-((4-methoxybenzyl) oxy)-2,2-dimethyl-3-oxopropyl)-4-oxohexahydropyrrolo[3,4-b]pyrrole-1(2H)-carboxylate